2-(4-methoxy-4-oxobut-2-enoylamino)-4-methylpentanoic acid COC(C=CC(=O)NC(C(=O)O)CC(C)C)=O